diethyl-piperazine-2-carboxylic acid C(C)N1CC(N(CC1)CC)C(=O)O